N-(6-(benzo[b]thiophen-5-yl)-1-(4-fluorophenyl)-1H-pyrazolo[3,4-d]pyrimidin-4-yl)-5-nitrothiophene-2-carboxamide S1C2=C(C=C1)C=C(C=C2)C2=NC(=C1C(=N2)N(N=C1)C1=CC=C(C=C1)F)NC(=O)C=1SC(=CC1)[N+](=O)[O-]